sodium formylacetate C(=O)CC(=O)[O-].[Na+]